ClC1=C(C(=O)N(CCCC(F)(F)F)C)C=CC(=C1)NC1CN(C1)C1CCN(CC1)C([C@@](C(F)(F)F)(C1=CC=CC=C1)O)=O (R)-2-chloro-N-methyl-4-(1-(1-(3,3,3-trifluoro-2-hydroxy-2-phenylpropanoyl)piperidin-4-yl)azetidin-3-ylamino)-N-(4,4,4-trifluorobutyl)benzamide